C12(CC3CC(CC(C1)C3)C2)P(C(C)C)C23CC1CC(CC(C2)C1)C3 Di(1-adamantyl)-iso-propylphosphin